C(C)(C)(C)OC(=O)N[C@@H]1[C@H](CC(CC1)(F)F)C(=O)OCC ethyl (1S,2S)-2-((tert-butoxycarbonyl) amino)-5,5-difluorocyclohexane-1-carboxylate